C(C)N(C(=O)OC=1C(=CC(=C(C1)SSSSC1=C(C=C(C(=C1)OC(=O)N(CC)CC)C)C)C)C)CC bis(5-diethylaminocarbonyloxy-2,4-dimethylphenyl) tetrasulfide